Cl.C(C)(=O)N1CCC(CC1)CN1C(C2=CC(=C(C=C2C1)C(=O)NC[C@H]([C@H]1NCC2=CC=CC=C2C1)O)OCC)=O ((1-acetylpiperidin-4-yl)methyl)-6-ethoxy-N-((R)-2-hydroxy-2-((S)-1,2,3,4-tetrahydroisoquinolin-3-yl)ethyl)-1-oxoisoindoline-5-carboxamide hydrochloride